C(C)OC(C1=C(C=CC(=C1)C)N1C(NC2=C1C=CC=C2)=O)=O 5-methyl-2-(2-oxo-2,3-dihydro-1H-benzo[d]imidazol-1-yl)benzoic acid ethyl ester